(S)-4-(cyclopropyl(4-(5,6,7,8-tetrahydro-1,8-naphthyridin-2-yl)butyl)amino)-2-(2-(4-fluorophenyl)-2-methylpropanamido)butanoic acid C1(CC1)N(CC[C@@H](C(=O)O)NC(C(C)(C)C1=CC=C(C=C1)F)=O)CCCCC1=NC=2NCCCC2C=C1